4-(phenethylamino)pyrrolidine-2-carboxylic acid C(CC1=CC=CC=C1)NC1CC(NC1)C(=O)O